C(CCC)[C@]1(N(S(C2=C(N(C1)C1=CC=CC=C1)C=C(C(=C2)CO)SC)(=O)=O)C)CC |r| racemic-3-butyl-3-ethyl-8-(hydroxymethyl)-2-methyl-7-(methylthio)-5-phenyl-2,3,4,5-tetrahydro-1,2,5-benzothiadiazepine 1,1-dioxide